COC1=C(CNC(=O)C=2C=C(C(=C3C=4CC(CCC4NC23)NC(OC(C)(C)C)=O)C2=C(C=CC=C2)F)F)C=CC(=C1)OC tert-butyl (8-((2,4-dimethoxybenzyl)carbamoyl)-6-fluoro-5-(2-fluorophenyl)-2,3,4,9-tetrahydro-1H-carbazole-3-yl)carbamate